C(C1=CC=CC=C1)N1C[C@@](CCC1)(C1=CC=C(C=C1)Br)NC(C)=O |r| (±)-N-(1-benzyl-3-(4-bromophenyl)piperidin-3-yl)acetamide